FC1=CC=C(C=C1)N1C(=C(C2=C1C=C1C=NN(C1=C2)S(=O)(=O)C2=CC=CC=C2)I)C2CCOCC2 5-(4-fluorophenyl)-7-iodo-1-(benzenesulfonyl)-6-(tetrahydro-2H-pyran-4-yl)-1,5-dihydropyrrolo[2,3-f]indazole